C1=C(C=CC2=CC=CC=C12)CNCCCN N3-(naphthalen-2-ylmethyl)propane-1,3-diamine